1-(4-(4-((4-([1,1'-biphenyl]-3-yl)-5-chloropyrimidin-2-yl)amino)piperidine-1-carbonyl)piperidin-1-yl)-5-aminopentan-1-one C1(=CC(=CC=C1)C1=NC(=NC=C1Cl)NC1CCN(CC1)C(=O)C1CCN(CC1)C(CCCCN)=O)C1=CC=CC=C1